2-Methyl-5-(3-(trifluoromethoxy)phenyl)-N-(3-(2,2-difluoropropyl)-1,2,4-thiadiazol-5-yl)furan-3-carboxamide dibenzyl-ethyl-phosphonoacetate C(C1=CC=CC=C1)OP(=O)(OCC1=CC=CC=C1)C(C(=O)O)CC.CC=1OC(=CC1C(=O)NC1=NC(=NS1)CC(C)(F)F)C1=CC(=CC=C1)OC(F)(F)F